tris(1-naphthyl)arsine C1(=CC=CC2=CC=CC=C12)[As](C1=CC=CC2=CC=CC=C12)C1=CC=CC2=CC=CC=C12